[3-(6-amino-hexylamino)propyl]trimethoxysilane NCCCCCCNCCC[Si](OC)(OC)OC